4,4-difluoro-3-phenylbutyric acid FC(C(CC(=O)O)C1=CC=CC=C1)F